CN1C(=NC2=C1C=CC=C2)C=2N(N=C(C2)[N+](=O)[O-])C 1-methyl-2-(2-methyl-5-nitro-pyrazol-3-yl)benzimidazole